1-{3-amino-6-[5-(4-methylpiperazin-1-yl)pyridin-2-yl]pyrazin-2-yl}pyrazole-4-carboxamide NC=1C(=NC(=CN1)C1=NC=C(C=C1)N1CCN(CC1)C)N1N=CC(=C1)C(=O)N